(S)-7-(3-(benzyloxy)naphthalen-1-yl)-2-((1-methylpyrrolidin-2-yl)methoxy)-5,6,7,8-Tetrahydropyrido[3,4-d]pyrimidin-4-yl trifluoromethanesulfonate FC(S(=O)(=O)OC=1C2=C(N=C(N1)OC[C@H]1N(CCC1)C)CN(CC2)C2=CC(=CC1=CC=CC=C21)OCC2=CC=CC=C2)(F)F